6-(4-Chlorophenyl)-N-(2,4-dimethoxybenzyl)-2-(1-methyl-1H-pyrazol-4-yl)pyrimidin-4-amine ClC1=CC=C(C=C1)C1=CC(=NC(=N1)C=1C=NN(C1)C)NCC1=C(C=C(C=C1)OC)OC